[CH-]1CCC2=CC=CC=C12 Indanide